(3-chloro-1H-pyrrolo[2,3-b]pyridine-5-yl)methanamine dihydrochloride Cl.Cl.ClC1=CNC2=NC=C(C=C21)CN